C(C)C(C(=O)OCCOCCOC(C(CCCC)CC)=O)CCCC diethylene glycol bis(2-ethylhexanoate)